C(C(C)C)(=O)NC1=NN(C(=C1)NC(C[C@H](C(=O)N[C@H]1C2=C(CN3N(C1=O)CCC3)C=CC=C2)C)=O)C (R)-N4-(3-Isobutyramido-1-methyl-1H-pyrazol-5-yl)-2-methyl-N1-((S)-11-oxo-2,3,10,11-tetrahydro-1H,5H-benzo[d]pyrazolo[1,2-a][1,2]diazepin-10-yl)succinamide